C(C1=CC=CC=C1)NN N-benzylhydrazine